Cl.O=C1N(CC2=CC(=CC=C12)N1CCNCC1)C1C(NC(CC1)=O)=O 3-(1-oxo-5-(piperazine-1-yl)-3H-isoindol-2-yl)piperidine-2,6-dione hydrochloride